N-allylisopentylamine C(C=C)NCCC(C)C